N1(CCOCC1)CC(=O)NC1(CC1)C(=O)OC Methyl 1-[2-(morpholin-4-yl)acetamido]cyclopropane-1-carboxylate